(6aR,8S)-8-(benzyloxy)-2-chloro-6a-(difluoromethyl)-5,6,6a,7,8,9-hexahydropyrrolo[1',2':4,5]pyrazino[2,3-c]pyridazine C(C1=CC=CC=C1)O[C@H]1C[C@]2(N(C=3C(=NN=C(C3)Cl)NC2)C1)C(F)F